FC1=CC(=C(C=C1)C=1CCCC2=C(C1C1=CC=C(C=C1)CC1CN(C1)CCCF)C=CC=C2)CF 8-(4-Fluoro-2-(fluoromethyl)phenyl)-9-(4-((1-(3-fluoropropyl)azetidin-3-yl)methyl)phenyl)-6,7-dihydro-5H-benzo[7]annulen